1-cyano-N-[5-(4-cyano-3-fluorophenyl)-[1,2,4]triazolo[1,5-a]pyridin-7-yl]cyclopropane-1-carboxamide C(#N)C1(CC1)C(=O)NC1=CC=2N(C(=C1)C1=CC(=C(C=C1)C#N)F)N=CN2